C(C)(C)(C)C=1C(=C(C=CC1)NC1=C(C(=CC=C1)C(C)(C)C)C(C)(C)C)C(C)(C)C di(di-tert-butylphenyl)amine